2-(phenylthio)ethan C1(=CC=CC=C1)SCC